C(C=1C(C(=O)[O-])=CC(C(=O)[O-])=C(C(=O)OCC(CCCC)CC)C1)(=O)OCC(CCCC)CC bis(2-ethylhexyl) pyromellitate